BrC=1C=CC(=NC1)C1CCC1 5-Bromo-2-cyclobutyl-pyridine